PYRAZOLOCHINOLIN N1C=CC=C2C=CC=3C(=C12)C=NN3